N-((1S,2S)-2-hydroxycyclopentyl)-5-methyl-6-(1-methyl-1H-pyrazol-3-yl)-4-((6-methylpyridin-3-yl)methyl)picolinamide O[C@@H]1[C@H](CCC1)NC(C1=NC(=C(C(=C1)CC=1C=NC(=CC1)C)C)C1=NN(C=C1)C)=O